tert-butyl (1S,2S,5R)-2-((S)-2,2-difluoro-1-((triethylsilyl)oxy)ethyl)-3,8-diazabicyclo[3.2.1]octane-8-carboxylate FC([C@@H](O[Si](CC)(CC)CC)[C@@H]1[C@@H]2CC[C@H](CN1)N2C(=O)OC(C)(C)C)F